(butyl-1H-pyrazol-4-yl)quinolin-5-ol C(CCC)N1N=CC(=C1)C1=NC=2C=CC=C(C2C=C1)O